rel-(4R)-8-methoxy-4-methyl-6-(4,4,5,5-tetramethyl-1,3,2-dioxaborolan-2-yl)-2-(2-trimethylsilylethoxymethyl)-3,4-dihydroisoquinolin-1-one COC=1C=C(C=C2[C@H](CN(C(C12)=O)COCC[Si](C)(C)C)C)B1OC(C(O1)(C)C)(C)C |o1:7|